(8S,11S,13S,14S,17S)-11-(6-(tert-butyldimethylsilyloxy)hexyl)-17-hydroxy-13-methyl-6,7,8,11,12,13,14,15,16,17-decahydro-1H-cyclopenta[a]phenanthren-3(2H)-one [Si](C)(C)(C(C)(C)C)OCCCCCC[C@H]1C[C@@]2([C@H](CC[C@H]2[C@@H]2CCC3=CC(CCC3=C12)=O)O)C